ethyl 6-bromothieno[3,2-b]thiophene-2-carboxylate BrC1=CSC2=C1SC(=C2)C(=O)OCC